1-ethyl-1-((R)-1-(6-methoxy-5-(8-methoxyimidazo[1,2-a]pyrazin-6-yl)pyridin-3-yl)ethyl)-3-((S)-1,1,1,5,5-pentafluorohexan-2-yl)urea C(C)N(C(=O)N[C@H](C(F)(F)F)CCC(C)(F)F)[C@H](C)C=1C=NC(=C(C1)C=1N=C(C=2N(C1)C=CN2)OC)OC